(2S,4R)-4-hydroxy-N-methyl-1-((S)-3-methyl-2-(4-(thiazol-5-yl)-1H-1,2,3-triazol-1-yl)butyryl)pyrrolidine-2-carboxamide O[C@@H]1C[C@H](N(C1)C([C@H](C(C)C)N1N=NC(=C1)C1=CN=CS1)=O)C(=O)NC